CN1N=C(C(=C1N1C(C2=CC=C(C=C2C1)OC(F)(F)F)=O)C)C1=CC=C(C=O)C=C1 4-[1,4-dimethyl-5-[1-oxo-5-(trifluoromethoxy)isoindolin-2-yl]pyrazol-3-yl]benzaldehyde